N-(1,5-dihydroxypent-3-yl)-5-(4-(trifluoromethyl)phenoxy)-2-naphthoamide OCCC(CCO)NC(=O)C1=CC2=CC=CC(=C2C=C1)OC1=CC=C(C=C1)C(F)(F)F